3-(2-methylphenyl)-1-[(1,3-thiazol-2-yl)methyl]-2,3,6,7-tetrahydro-1H-purine-2,6-dione CC1=C(C=CC=C1)N1C(N(C(C=2NC=NC12)=O)CC=1SC=CN1)=O